2,2-dimethyl-4-oxo-3,8,11-trioxa-5-azatridecane-13-oic acid CC(C)(OC(NCCOCCOCC(=O)O)=O)C